C(C)OC(CCCCCC1C(C1)CCCCCCCCC(CCCCCCCC)N(C)C)=O ethyl-6-{2-[9-(dimethylamino)heptadecyl]cyclopropyl}hexanoate